Racemic-3-(3-chloro-4-fluorophenyl)-1-(1-(6-chloro-4-oxo-3,4-dihydrophthalazin-1-yl)ethyl)-1-isobutylurea ClC=1C=C(C=CC1F)NC(N(CC(C)C)[C@H](C)C1=NNC(C2=CC(=CC=C12)Cl)=O)=O |r|